bis(methylcyclopentadienyl)bis[2,6-difluoro-3-(N-ethylpropionylamino)phenyl]titanium CC1(C=CC=C1)[Ti](C1=C(C(=CC=C1F)NC(CCCC)=O)F)(C1=C(C(=CC=C1F)NC(CCCC)=O)F)C1(C=CC=C1)C